(E)-3-amino-4-((4-((2-amino-4-carbamoyl-6-methoxyphenyl)amino)but-2-en-1-yl)amino)-5-(3-((tert-butyldimethylsilyl)oxy)propoxy)benzamide NC=1C=C(C(=O)N)C=C(C1NC\C=C\CNC1=C(C=C(C=C1OC)C(N)=O)N)OCCCO[Si](C)(C)C(C)(C)C